2-(5-(3-(dimethylamino)prop-1-yn-1-yl)2-oxo-4-(trifluoromethyl)pyridin-1(2H)-yl)-4-methylpentanoic acid ethyl ester C(C)OC(C(CC(C)C)N1C(C=C(C(=C1)C#CCN(C)C)C(F)(F)F)=O)=O